FC1=C(C=CC(=C1)C(F)(F)F)C1(CC1)C(=O)NC=1C=CC(=C(C(=O)OC)C1)C=1C=NN(C1)[C@@H]1COCC1 Methyl 5-[({1-[2-fluoro-4-(trifluoromethyl) phenyl] cyclopropyl} carbonyl)amino]-2-{1-[(3S)-tetrahydrofuran-3-yl]-1H-pyrazol-4-yl}benzoate